tert-butyl 4-(7-chloro-1-cyclopropyl-6-fluoro-4-oxo-1,4-dihydroquinoline-3-carboxamido)piperazine-1-carboxylate ClC1=C(C=C2C(C(=CN(C2=C1)C1CC1)C(=O)NN1CCN(CC1)C(=O)OC(C)(C)C)=O)F